4-(3-chlorophenoxy)phenylhydrazine hydrochloride Cl.ClC=1C=C(OC2=CC=C(C=C2)NN)C=CC1